FC1(C(C2=C(C(=C=C=C12)OC=1C=C(C(=O)N)C=C(C1)F)C1=CC=NN1C)O)F 3-{8,8-difluoro-7-hydroxy-5-(1-methyl-5-pyrazolyl)bicyclo[4.2.0]octa-1,3,5-triene-2-enyloxy}-5-fluorobenzamide